C1(=CC=CC=C1)CCCCC=1OC2=C(N1)C=CC=1CCC(C12)CCNC(CC)=O N-{2-[2-(4-phenylbutyl)-7,8-dihydro-6H-indeno[5,4-d][1,3]oxazol-8-yl]ethyl}propanamide